CN1CC(=C(C=C1C)O)C(=O)O 1,6-Dimethyl-4-hydroxy-3-pyridinecarboxylic acid